N1N=NC=C1CC(=O)N1[C@@H](C[C@H](C1)F)C(=O)N[C@H](C1=NC(=C(C=C1)C(C)C)F)C1=CC(=CC=C1)C1=CC=NN1 |o1:17| (2S,4R)-1-(2-(1H-1,2,3-triazol-5-yl)acetyl)-N-((S) or (R)-(3-(1H-pyrazol-5-yl)phenyl)(6-fluoro-5-isopropylpyridin-2-yl)methyl)-4-fluoropyrrolidine-2-carboxamide